[N+](=O)([O-])C=1C=CC(=NC1)SSCCC(=O)O 3-([5-nitro-2-pyridyl]dithio)propionic acid